C(C)OC1=NC=CC(=C1)S(=O)(=O)Cl 2-ethoxypyridine-4-sulfonyl chloride